ClC1=C(C=CC(=C1)Cl)C1=NC(=NC=C1C=1NC(=CN1)C)NCCNC1=CC=C(C=N1)C#N 6-[[2-[[4-(2,4-dichlorophenyl)-5-(5-methyl-1H-imidazole-2-yl)pyrimidin-2-yl]amino]ethyl]amino]-3-pyridinecarbonitrile